C1(CC1)NC1=NC=C2C(=N1)N(C(N(C2)C2=C(C=CC(=C2)NC2=NC1=C(N2)C=C(C(=C1)F)F)C)=O)C 7-(cyclopropylamino)-3-(5-((5,6-difluoro-1H-benzo[d]imidazol-2-yl)amino)-2-methylphenyl)-1-methyl-3,4-dihydropyrimido[4,5-d]pyrimidin-2(1H)-one